NC1=NC2=C(OC13N(C1=CC=CC=C1C3(C)C)C(C)C)C(=CC3=CC=CC=C32)N3OC(=CN3)C3=C(C=CC=C3)O amino-5'-(5'-(2-hydroxyphenyl)-2-oxadiazolyl)-1-isopropyl-3,3-dimethylspiro[indoline-2,3'-[3H]-naphtho[2,1-b][1,4]oxazine]